ClC1=C(C=C(C(=O)N2CC=3C(=NN4C3C(N(C[C@H]4C)C(C)C=4C=CC(=NC4)C(=O)OC)=O)C[C@H]2C)C=C1)F Methyl 5-(1-((3R,7R)-2-(4-chloro-3-fluorobenzoyl)-3,7-dimethyl-10-oxo-1,3,4,7,8,10-hexahydropyrido[4',3':3,4]pyrazolo[1,5-a]pyrazin-9(2H)-yl)ethyl)picolinate